C12(CC(C1)C2)N2C=C(C(=CC2=O)NC2[C@@H]1CN(C[C@H]21)C)C(=O)N[C@@H](C)C2=C(C(=CC=C2)C#N)Cl 1-(bicyclo[1.1.1]pent-1-yl)-N-((S)-1-(2-chloro-3-cyanophenyl)ethyl)-4-(((1r,5S,6S)-3-methyl-3-azabicyclo[3.1.0]hex-6-yl)amino)-6-oxo-1,6-dihydropyridine-3-carboxamide